C(C)OC(=O)C=1N=CSC1CC(C=O)C 5-(2-methyl-3-oxopropyl)-1,3-thiazole-4-carboxylic acid ethyl ester